C(C1=CC=CC=C1)OC1OC=2C(=C3C=NC(=NC3=C(C2Br)F)S(=O)C)O1 (benzyloxy)-4-bromo-5-fluoro-7-(methylsulfinyl)-[1,3]dioxolo[4,5-f]quinazoline